rac-(1r,2r)-1-(2-methoxy-5-methylphenyl)-2-(5-methylpyrazin-2-yl)-N-(2-methylquinoline-5-sulfonyl)cyclopropane-1-carboxamide COC1=C(C=C(C=C1)C)[C@@]1([C@@H](C1)C1=NC=C(N=C1)C)C(=O)NS(=O)(=O)C=1C=2C=CC(=NC2C=CC1)C |r|